(7S)-3-(imidazo[1,2-a]pyridin-6-yl)-7-methyl-5-[4-(trifluoromethyl)phenyl]-6,7-dihydropyrazolo[1,5-a]pyrazin-4(5H)-one hydrochloride salt Cl.N=1C=CN2C1C=CC(=C2)C=2C=NN1C2C(N(C[C@@H]1C)C1=CC=C(C=C1)C(F)(F)F)=O